Ethyl 3-(2,4-dichlorophenyl)-6-(4-(((tetrahydro-2H-pyran-2-yl)oxy)carbamoyl)benzyl)-3,6-dihydro-2H-1,2,6-thiadiazine-4-carboxylate 1,1-dioxide ClC1=C(C=CC(=C1)Cl)C1NS(N(C=C1C(=O)OCC)CC1=CC=C(C=C1)C(NOC1OCCCC1)=O)(=O)=O